FC(CN1C[C@H]([C@@H](CC1)OC1=C2C=CNC2=C(C=C1OC)C)C1=CC=C(C(=O)O)C=C1)F 4-((3R,4R)-1-(2,2-difluoroethyl)-4-((5-methoxy-7-methyl-1H-indol-4-yl)oxy)piperidin-3-yl)benzoic acid